5-ethylimidazolidine-2,4-dione C(C)C1C(NC(N1)=O)=O